2-(3-(3-((5-chlorothiophen-2-yl)ethynyl)phenyl)-5-(cyclopropylmethyl)-4-(3-fluoro-4-sulfamoylbenzyl)-1H-pyrazol-1-yl)thiazole ClC1=CC=C(S1)C#CC=1C=C(C=CC1)C1=NN(C(=C1CC1=CC(=C(C=C1)S(N)(=O)=O)F)CC1CC1)C=1SC=CN1